5-Heptenoylglycine C(CCCC=CC)(=O)NCC(=O)O